N-(5-(((2S,4R)-4-((3-cyanoquinolin-2-yl)oxy)-2-methylpyrrolidin-1-yl)methyl)thiazol-2-yl)acetamide C(#N)C=1C(=NC2=CC=CC=C2C1)O[C@@H]1C[C@@H](N(C1)CC1=CN=C(S1)NC(C)=O)C